C(C1=CC=CC=C1)N1CC2=C(NC=3C(=C(C=C(C23)Br)Cl)F)C(C1)O 2-benzyl-9-bromo-7-chloro-6-fluoro-1,3,4,5-tetrahydropyrido[4,3-b]indol-4-ol